benzyl (R)-6-(2-((tert-butoxycarbonyl)amino)-3-phenylpropoxy)-8-methylquinoline-5-carboxylate C(C)(C)(C)OC(=O)N[C@@H](COC1=C(C=2C=CC=NC2C(=C1)C)C(=O)OCC1=CC=CC=C1)CC1=CC=CC=C1